10,10'-(quinoxaline-5,8-diyl)bis(9,9-dimethyl-N2,N2,N7,N7-tetraphenyl-9,10-dihydroacridine-2,7-diamine) N1=CC=NC2=C(C=CC(=C12)N1C=2C=CC(=CC2C(C2=CC(=CC=C12)N(C1=CC=CC=C1)C1=CC=CC=C1)(C)C)N(C1=CC=CC=C1)C1=CC=CC=C1)N1C=2C=CC(=CC2C(C2=CC(=CC=C12)N(C1=CC=CC=C1)C1=CC=CC=C1)(C)C)N(C1=CC=CC=C1)C1=CC=CC=C1